OC1=C(C(=CC(=C1S(=O)(=O)CCN1C(CCC1=O)=O)CCCCC)O)C1=C(C=CC(=C1)C)C(=C)C 1-(2-((2,6-dihydroxy-5'-methyl-4-pentyl-2'-(prop-1-en-2-yl)-[1,1'-biphenyl]-3-yl)sulfonyl)ethyl)pyrrolidine-2,5-dione